tert-Butyl ((R)-1-(7-((R)-amino(cyclopropyl)methyl)imidazo[1,2-b]pyridazin-2-yl)-2-(tert-butoxy)ethyl)carbamate N[C@@H](C1=CC=2N(N=C1)C=C(N2)[C@H](COC(C)(C)C)NC(OC(C)(C)C)=O)C2CC2